6-(4-((5-Chloro-2-fluorophenyl)carbamoyl)-2-(6-methylpyridin-2-yl)-1H-imidazol-1-yl)imidazo[1,2-a]pyridine-3-carboxamide ClC=1C=CC(=C(C1)NC(=O)C=1N=C(N(C1)C=1C=CC=2N(C1)C(=CN2)C(=O)N)C2=NC(=CC=C2)C)F